S1C(=NC2=C1C=CC=C2)C([C@H](C[C@H]2C(NCC2)=O)NC(=O)[C@@H]2[C@H]1C([C@H]1CN2C([C@@H](NS(=O)(=O)C(C)C)C(C)C)=O)(C)C)=O (1R,2S,5S)-N-{(2S)-1-(1,3-benzothiazol-2-yl)-1-oxo-3-[(3S)-2-oxopyrrolidin-3-yl]propan-2-yl}-6,6-dimethyl-3-[N-(propan-2-ylsulfonyl)-L-valyl]-3-azabicyclo[3.1.0]hexane-2-carboxamide